BrCCCOC1=CC=C(N(C2=CC=CC=C2)C2=CC=CC=C2)C=C1 4-(3-bromopropyloxy)-N,N-diphenyl-aniline